N-(3-(4,4-difluoropiperidin-1-yl)-1-methyl-1H-indazol-5-yl)-4-((2-methoxyethyl)sulphonamido)-2-(6-azaspiro[2.5]oct-6-yl)benzamide FC1(CCN(CC1)C1=NN(C2=CC=C(C=C12)NC(C1=C(C=C(C=C1)NS(=O)(=O)CCOC)N1CCC2(CC2)CC1)=O)C)F